7-(quinolin-3-yl)-2-naphthamide N1=CC(=CC2=CC=CC=C12)C1=CC=C2C=CC(=CC2=C1)C(=O)N